C(CCCCCCCCCCC)(=O)N(CCS(=O)(=O)O)C N-Lauroyl-methyl-taurine